(Z)-N-((4-amino-2-methylpyrimidin-5-yl)methyl)-N-(5-hydroxy-3-(pyridin-2-yldisulfanyl)pent-2-en-2-yl)carboxamide NC1=NC(=NC=C1CN(C=O)\C(\C)=C(\CCO)/SSC1=NC=CC=C1)C